C(C)(C)(C)C1=C(C(=C(CN2C(N(C(N(C2=O)CC2=C(C(=C(C=C2C)C(C)(C)C)O)C)=O)CC2=C(C(=C(C=C2C)C(C)(C)C)O)C)=O)C(=C1)C)C)O 1,3,5-tris(4-tert-butyl-3-hydroxy-2,6-dimethylbenzyl)1,3,5-triazine-2,4,6(1H,3H,5H)trione